CC1=NC(=CC=C1)C1OC1 2-methyl-6-(oxiran-2-yl)pyridine